4-((2S,5R)-1-acetyl-4-acryloyl-5-(cyanomethyl)piperazin-2-yl)-6-chloro-6'-fluoro-N-methyl-[2,4'-bipyridine]-2'-carboxamide C(C)(=O)N1[C@H](CN([C@@H](C1)CC#N)C(C=C)=O)C1=CC(=NC(=C1)Cl)C1=CC(=NC(=C1)F)C(=O)NC